COC(=O)C=1C=NN2C1N=CC=C2C2=CC=C(C=C2)N(C2=CC=CC=C2)C2=CC=CC=C2 7-(4-(diphenylamino)phenyl)pyrazolo[1,5-a]pyrimidine-3-carboxylic acid methyl ester